magnesium 2-ethylbutyrate C(C)C(C(=O)[O-])CC.[Mg+2].C(C)C(C(=O)[O-])CC